Cl.CN(NCC1=C(C=C(C(=C1)F)F)F)C(=O)C1CC1 N-methyl-N'-(2,4,5-trifluorobenzyl)cyclopropanecarbohydrazide hydrogen chloride